4-methoxyphenylpropargyl sulfide COC1=CC=C(C=C1)C(C#C)SC(C#C)C1=CC=C(C=C1)OC